C[C@@H]1CN=C(CC1)C=1C=NC=C(C1)C(F)(F)F |r| 3-[rac-(3S)-3-methyl-2,3,4,5-tetrahydropyridin-6-yl]-5-(trifluoromethyl)pyridine